(S)-4-hydroxy-7-isopropyl-11-oxo-1H-furo[2,3-H]pyrido[2,1-a]isoquinoline-10-carboxylate OC1=CC=2C=C(N3C(C2C2=C1OCC2)=CC(C(=C3)C(=O)[O-])=O)C(C)C